C(CCCCCCC\C=C/C\C=C/CCCCC)N(CCN(CCO)CCCCCCCC\C=C/C\C=C/CCCCC)CCCCCCCC\C=C/C\C=C/CCCCC 2-((2-(Di((9Z,12Z)-octadeca-9,12-dien-1-yl)amino)ethyl)((9Z,12Z)-octadeca-9,12-dien-1-yl)amino)ethan-1-ol